C(#N)C1=C(OC(C(=O)N2CCN(CC2)C(=O)OC(C)(C)C)(C)C)C=C(C=C1)N1C[C@@H](CCC1)C(=O)OCC tert-butyl (R)-4-(2-(2-cyano-5-(3-(ethoxycarbonyl)piperidin-1-yl)phenoxy)-2-methylpropanoyl)piperazine-1-carboxylate